C1(=CC=CC=C1)SC(C(F)(F)F)(C(C(C(F)(F)F)(F)F)(F)F)C(F)(F)F (1,1,1,3,3,4,4,5,5,5-decafluoro-2-trifluoromethyl-pentan-2-yl) (phenyl) thioether